C(CCCCCCCCCCC)NC(C=C)=O N-dodecyl-Acrylamide